7-(4-(aminomethyl)piperidin-1-yl)-5-methoxypyrido[3,4-d]pyridazine NCC1CCN(CC1)C1=CC=2C(=CN=NC2)C(=N1)OC